5-(6-morpholino-4-phenoxypyridin-2-yl)pyrimidin-2-amine O1CCN(CC1)C1=CC(=CC(=N1)C=1C=NC(=NC1)N)OC1=CC=CC=C1